(S)-2-methyl-N-[(1R)-1-[3-(2-methyl-4-pyridyl)-1,2,4-thiadiazol-5-yl]ethyl]propane-2-sulfinamide CC(C)(C)[S@](=O)N[C@H](C)C1=NC(=NS1)C1=CC(=NC=C1)C